C12(CCC(CC1)(CC2)N)N bicyclo[2.2.2]Octane-1,4-diamine